N-(3-acetylphenyl)methyl-sulfonamide C(C)(=O)C=1C=C(C=CC1)CNS(=O)=O